C[SiH](C=CC1=NC=CC=C1)C dimethyl(2-pyridyl)vinylsilane